5-fluoro-3-(2-(3-(4-tert-butylphenyl)-4-oxothiazolidin-2-ylidene)hydrazono)indol-2-one FC=1C=C2C(C(NC2=CC1)=O)=NN=C1SCC(N1C1=CC=C(C=C1)C(C)(C)C)=O